C(C)(C)(C)NC1CN(CC1)C=1N=NC(=CN1)C1=C(C=C(C=C1)C=1C=NNC1)O 2-{3-[3-(tert-butylamino)pyrrolidin-1-yl]-1,2,4-triazin-6-yl}-5-(1H-pyrazol-4-yl)phenol